bis(4-hydroxyphenyl)phenylphosphine oxide OC1=CC=C(C=C1)P(C1=CC=CC=C1)(C1=CC=C(C=C1)O)=O